ClC1=C(C(=C(C=C1OC)OC)Cl)C=1C(N(C2=CC(=NC=C2C1)C=1C(=NN(C1)CCN1CCOCC1)C)CC)=O 3-(2,6-dichloro-3,5-dimethoxyphenyl)-1-ethyl-7-(3-methyl-1-(2-morpholinoethyl)-1H-pyrazol-4-yl)-1,6-naphthyridin-2(1H)-one